C(#N)CCC=1C=C2C(=C(C(=NC2=C(C1C1=C(C(=CC=C1)Cl)Cl)F)C)I)N[C@H]1[C@H]2CN([C@@H]1C2)C(=O)OC(C)(C)C tert-Butyl (1R,4R,5S)-5-(((Ra)-6-(2-cyanoethyl)-7-(2,3-dichlorophenyl)-8-fluoro-3-iodo-2-methylquinolin-4-yl)amino)-2-azabicyclo[2.1.1]hexane-2-carboxylate